1-(6-chloro-3-methoxy-2-pyridyl)-5-methyl-pyrazole-3-carbonitrile ClC1=CC=C(C(=N1)N1N=C(C=C1C)C#N)OC